N-(3-(4-methylpiperazin-1-yl)propyl)pyrazino[6',1':2,3]imidazo[4,5-b][1,6]naphthyridin-12-amine CN1CCN(CC1)CCCNC1=C2C(=NC3=CC=NC=C13)N1C(=N2)C=NC=C1